FC1=C(C=CC=C1)C1=NN2C(N=CC(=C2)C)=C1C(=O)N[C@@H]1C(NC2=C(C(=N1)C1=CC=CC=C1)C=CC=C2)=O 2-(2-Fluorophenyl)-6-methyl-N-[(3S)-2-oxo-5-phenyl-1,3-dihydro-1,4-benzodiazepin-3-yl]pyrazolo[1,5-a]pyrimidine-3-carboxamide